C1(=CC=CC=C1)C1=NC(=NC(=C1)C=1C=NC=CC1)C=1C=C(C=CC1)C1=CC(=CC=C1)B(O)O (3'-(4-phenyl-6-(pyridin-3-yl)pyrimidin-2-yl)-[1,1'-biphenyl]-3-yl)boronic acid